1-[4-(2,3-dihydro-1,4-benzodioxin-2-yl)benzyl]-4-phenylpiperidin-4-ol O1C(COC2=C1C=CC=C2)C2=CC=C(CN1CCC(CC1)(O)C1=CC=CC=C1)C=C2